2-(6-(((1R,3R,5R)-6,6-difluoro-1,5-dimethyl-8-azabicyclo[3.2.1]octan-3-yl)thio)-1,2,4-triazin-3-yl)-5-(1H-imidazol-1-yl)phenol FC1([C@]2(C[C@@H](C[C@@](C1)(N2)C)SC2=CN=C(N=N2)C2=C(C=C(C=C2)N2C=NC=C2)O)C)F